C(C)OC(=O)C1(CSCC1O)N1C2=NC=NC(=C2N=C1)SCC#C (±)-Ethyl-4-hydroxy-3-(6-(prop-2-yn-1-ylthio)-9H-purin-9-yl)tetrahydrothiophene-3-carboxylate